ClC=1C=CC2=C(C(=NCC=3N2N=C(C3)C(=O)OCC)C3=C(C=CC=C3)F)C1 Ethyl 8-chloro-6-(2-fluorophenyl)-4H-benzo[f]pyrazolo[1,5-a][1,4]diazepine-2-carboxylate